2-chloro-N-{1-[3-(trifluoromethoxy)phenyl]-1H-indazol-4-yl}-5-[({[1-(trifluoromethyl)cyclopropyl]carbonyl}amino)methyl]benzamide ClC1=C(C(=O)NC2=C3C=NN(C3=CC=C2)C2=CC(=CC=C2)OC(F)(F)F)C=C(C=C1)CNC(=O)C1(CC1)C(F)(F)F